CS(=O)(=O)C1=NC=C(C=N1)C(CCCCC)CCCCCCCCCC 6-(2-(methylsulfonyl)pyrimidin-5-yl)hexadecane